COC(=O)C1=NC=C(N=C1)N1CCC(CC1)CO 5-(4-(hydroxymethyl)piperidin-1-yl)pyrazine-2-carboxylic acid methyl ester